(3R)-3-amino-1-[3-(trifluoromethyl)-5,6-dihydro-1,2,4-triazolo[4,3-a]pyrazin-7(8H)-yl]-4-(2,4,5-trifluorophenyl)butan-1-one N[C@@H](CC(=O)N1CC=2N(CC1)C(=NN2)C(F)(F)F)CC2=C(C=C(C(=C2)F)F)F